N(N)C(OC[C@@H]1OCCOC1)=S (R)-O-((1,4-dioxan-2-yl) methyl) hydrazinethiocarboxylate